NC\C=C(\CN1N=NC2=C1C=C(C=C2C2=C(C=CC(=C2)S(NC)(=O)=O)OC)C(=O)OC)/F methyl (Z)-1-(4-amino-2-fluorobut-2-en-1-yl)-4-(2-methoxy-5-(N-methylsulfamoyl)phenyl)-1H-benzo[d][1,2,3]triazol-6-carboxylate